N-(Benzo[b]thiophen-2-yl)-5-fluoro-2-((4-methylphenyl)sulfonamido)benzamid S1C2=C(C=C1NC(C1=C(C=CC(=C1)F)NS(=O)(=O)C1=CC=C(C=C1)C)=O)C=CC=C2